NC=1C(=NN(C1)C1=C2C=CC(=NC2=CC=C1)C(=O)NS(=O)(=O)C1=C(C=CC=2CC(OC21)(C)C)OC)C 5-(4-amino-3-methyl-1H-pyrazol-1-yl)-N-((6-methoxy-2,2-dimethyl-2,3-dihydrobenzofuran-7-yl)sulfonyl)quinoline-2-carboxamide